1,2,3,5-Tetramercaptoethylbenzene SC(CS)C1=CC(=CC(=C1)S)S